(3-aminophenyl)(3-(trifluoromethyl)phenyl)methanol 3,5-di-tert-butyl-4-hydroxyphenyl-stearate C(C)(C)(C)C=1C=C(C=C(C1O)C(C)(C)C)C(C(=O)OC(C1=CC(=CC=C1)C(F)(F)F)C1=CC(=CC=C1)N)CCCCCCCCCCCCCCCC